Br(=O)(=O)OOBr(=O)=O bromyl peroxide